(3-Fluoro-5-(1H-pyrrol-3-yl)benzyl)carbamic acid tert-butyl ester C(C)(C)(C)OC(NCC1=CC(=CC(=C1)C1=CNC=C1)F)=O